2-(4-(6-(4-Cyano-2-fluorobenzyloxy)pyridin-2-yl)-2-methylbenzyl)-1-((tetrahydrofuran-2-yl)methyl)-1H-benzo[d]imidazol C(#N)C1=CC(=C(COC2=CC=CC(=N2)C2=CC(=C(CC3=NC4=C(N3CC3OCCC3)C=CC=C4)C=C2)C)C=C1)F